N1N=C(C=C1C#N)C#N 1H-pyrazole-3,5-dicarbonitrile